Br.Br.BrCCN(CCCN)CCBr N,N-bis(2-bromoethyl)-1,3-propanediamine dihydrobromide